BrC(C(=O)O)CCC alpha-bromo-n-pentanoic acid